O1CC(C1)N1CCN(CC1)C(C=CC#N)C 4-[4-(oxetan-3-yl)piperazin-1-yl]pentan-2-enenitrile